C(C)(C)(C)OC(=O)N1C(=NC2=C1C=CC=C2)C(C2=CC=C(C=C2)F)=O 1-tert-butoxycarbonyl-2-(4-fluorobenzoyl)-benzimidazole